Methyl 2-(2-(2-(4-(6-bromohexanamido)phenyl) thiazole-4-carboxamido)acrylamido)acrylate BrCCCCCC(=O)NC1=CC=C(C=C1)C=1SC=C(N1)C(=O)NC(C(=O)NC(C(=O)OC)=C)=C